(E)-3-(6-((4-Fluoro-1H-imidazol-1-yl)methyl)pyridin-3-yl)acrylic acid FC=1N=CN(C1)CC1=CC=C(C=N1)/C=C/C(=O)O